CC=1SC(=C(N1)C)N1C2=NC(=NC(=C2N=C1C)N/N=C/C1=CC(=CC=C1)C)N1CCOCC1 (E)-4-(9-(2,4-dimethylthiazol-5-yl)-8-methyl-6-(2-(3-methylbenzylidene)hydrazinyl)-9H-purin-2-yl)morpholine